Methyl (Z)-1-(4-amino-2-fluorobut-2-en-1-yl)-4-(3-(pyrrolidin-1-ylsulfonyl)phenyl)-1H-benzo[d][1,2,3]triazol-6-carboxylate Hydrochloride Cl.NC\C=C(\CN1N=NC2=C1C=C(C=C2C2=CC(=CC=C2)S(=O)(=O)N2CCCC2)C(=O)OC)/F